2-((1-(4-(trifluoromethyl)phenyl)-2,3,4,5-tetrahydro-1H-benzo[b]azepin-3-yl)amino)ethan-1-ol FC(C1=CC=C(C=C1)N1C2=C(CCC(C1)NCCO)C=CC=C2)(F)F